CC(C)(C)[S@@](=O)/N=C(\C)/C1CCC(CC1)NC(OC(C)(C)C)=O tert-butyl [(1r,4r)-4-{(1E)-N-[(R)-2-methylpropane-2-sulfinyl]ethaneimidoyl}cyclohexyl]carbamate